1-benzyl 3-methyl 4-oxopiperidine-1,3-dicarboxylate O=C1C(CN(CC1)C(=O)OCC1=CC=CC=C1)C(=O)OC